2-(2-(5-(aminomethyl)-2-(4-fluorophenyl)pyridin-4-yl)-1H-imidazol-1-yl)ethan-1-ol NCC=1C(=CC(=NC1)C1=CC=C(C=C1)F)C=1N(C=CN1)CCO